NCC1=CC(=C(C=C1)NC(=O)C1=CC2=C(OCCC3=C2SC=C3)C=C1C=1C(=NC(=CC1)C(NCCC)=O)C(=O)OC)OCCCCCC methyl 3-(9-((4-(aminomethyl)-2-(hexyloxy)phenyl)carbamoyl)-4,5-dihydrobenzo[b]thieno[2,3-d]oxepin-8-yl)-6-(propylcarbamoyl)picolinate